N=1C(=CN2C1C=CC=C2)C2=C(N)C=CC=C2 2-(imidazo[1,2-a]pyridin-2-yl)aniline